ClC=1C=CC(=C2C=NNC(C12)=O)OC1CC2(CN(C2)CCCC2=CC=3N(C=C2F)C=NN3)C1 8-chloro-5-((2-(3-(6-fluoro-[1,2,4]triazolo[4,3-a]pyridin-7-yl)propyl)-2-azaspiro[3.3]heptan-6-yl)oxy)phthalazin-1(2H)-one